potassium 2,4-diaminomethylbenzenesulfonate NCC1=C(C=CC(=C1)CN)S(=O)(=O)[O-].[K+]